tert-Butyl (3-cyano-4-(3-(ethylthio)-5-fluoro-1-(((R)-1-methyl-2-oxopyrrolidin-3-yl)amino)-7,9-dihydrofuro[3,4-f]quinazolin-6-yl)-5-fluorobenzo[b]thiophen-2-yl)carbamate C(#N)C=1C2=C(SC1NC(OC(C)(C)C)=O)C=CC(=C2C=2C1=C(C=3C(=NC(=NC3C2F)SCC)N[C@H]2C(N(CC2)C)=O)COC1)F